C1(CC1)C=1C=CC(=NC1)C(O)[C@]12CC=3C=NN(C3C=C1CC[C@@H](C2)SC2=NN(C=N2)C)C2=CC=C(C=C2)F (5-Cyclopropylpyridin-2-yl)((4aS,6S)-1-(4-fluorophenyl)-6-((1-methyl-1H-1,2,4-triazol-3-yl)thio)-1,4,5,6,7,8-hexahydro-4aH-benzo[f]indazol-4a-yl)methanol